(2S,5S)-4-(1-cyanocyclopentane-1-carbonyl)-2,3,4,5-tetrahydro-2,5-methanopyrido[3,4-f][1,4]oxazepine-9-carbonitrile C(#N)C1(CCCC1)C(=O)N1C[C@H]2OC3=C([C@@H]1C2)C=NC=C3C#N